BrC=1C=C(C=CC1C)\C(\C)=N\S(=O)C(C)(C)C (E)-N-(1-(3-bromo-4-methylphenyl)ethylidene)-2-methylpropane-2-sulfinamide